CC(C(C(=O)OC)N(C(=O)OCOC=1C=CC(=C2C=CC=NC12)[N+](=O)[O-])C)CC Methyl 3-methyl-2-(methyl(((5-nitroquinolin-8-yloxy)methoxy)formyl)amino)pentanoate